C(C)(C)(C)OC(N(C1=CC(=NC=2N1N=CC2C(C)C)NC[C@@H]2[C@H](CN(CC2)C)O)CC2=CC(=CC=C2)N)=O (3-aminobenzyl)(5-((((3R,4R)-3-hydroxy-1-methylpiperidin-4-yl)methyl)amino)-3-Isopropylpyrazolo[1,5-a]pyrimidin-7-yl)carbamic acid tert-butyl ester